Cl.ClC=1SC=C2C1CCC(C2)NC 1-chloro-N-methyl-4,5,6,7-tetrahydro-2-benzothiophen-5-amine hydrochloride